FC1=C(C(=CC=C1)F)C1=NN(C=C1C1=NC=NC2=CC(=C(C=C12)N)C1=NN(C=C1)C)C 4-(3-(2,6-difluorophenyl)-1-methyl-1H-pyrazol-4-yl)-7-(1-methyl-1H-pyrazol-3-yl)quinazolin-6-amine